C(C)OC1=C(CNCC(=O)N2CC(CCC2)C=2C=C(C(=O)NCCCCCCCNC(C3=NC=C(C=C3)N3CCN(CC3)CC=3C=NC=4C=C(C(NC4C3)=O)CC)=O)C=CC2)C=CC(=C1)OC N-(7-(3-(1-((2-ethoxy-4-methoxybenzyl)glycyl)piperidin-3-yl)benzamido)heptyl)-5-(4-((7-ethyl-6-oxo-5,6-dihydro-1,5-naphthyridin-3-yl)methyl)piperazin-1-yl)picolinamide